C(C)(C)(C)OC(=O)N1CC(CC(C1)C(F)(F)F)(C1=CNC2=NC=CC=C21)O tert-butyl-3-hydroxy-3-(1H-pyrrolo[2,3-b]pyridin-3-yl)-5-(trifluoro-methyl)-piperidine-1-carboxylate